O=C1NC(CC[C@H]1NC1=CC(=C(C=C1)C1CCN(CC1)CC1CCN(CC1)C(=O)OC(C)(C)C)F)=O |r| tert-Butyl (±)-4-((4-(4-((2,6-dioxopiperidin-3-yl)amino)-2-fluorophenyl)piperidin-1-yl)methyl)piperidine-1-carboxylate